(3R)-3-(2-Chloro-5-thiazolyl)-2,3-dihydro-8-methyl-5,7-dioxo-6-phenyl-5H-thiazolo[3,2-a]pyrimidinium ClC=1SC(=CN1)[C@H]1CSC2=[N+]1C(C(C(N2C)=O)C2=CC=CC=C2)=O